N-(2-(3-chloro-5-trifluoromethylpyridin-2-yl)ethyl)-5-chloro-6-ethylpyrimidin-4-amine ClC=1C(=NC=C(C1)C(F)(F)F)CCNC1=NC=NC(=C1Cl)CC